(6aS,8R)-N-(2,4-difluorobenzyl)-8,11-dihydroxy-1,10-dioxo-1,3,4,5,6,7,8,10-octahydro-2,6a-methano[1,4]diazonino[9,1,2-cd]indolizine-9-carboxamide FC1=C(CNC(=O)C=2C(C(=C3N4[C@]5(C[C@H](C24)O)CCCCN(C3=O)C5)O)=O)C=CC(=C1)F